B([O-])OB[O-] DIBORONAT